2-(4-methyl-3-((S or R)-1-(((S)-phenyl((R)-1,2,3,4-tetrahydro-1,5-naphthyridin-3-yl)methyl)amino)propan-2-yl)phenyl)acetic acid CC1=C(C=C(C=C1)CC(=O)O)[C@@H](CN[C@@H]([C@H]1CNC2=CC=CN=C2C1)C1=CC=CC=C1)C |o1:11|